N-(cis-4-tert-pentylcyclohexyl)-3,5-bis-[cis-4-tert-pentylcyclohexylcarbonyl-amino]-benzamide C(C)(C)(CC)[C@H]1CC[C@H](CC1)NC(C1=CC(=CC(=C1)NC(=O)[C@@H]1CC[C@@H](CC1)C(C)(C)CC)NC(=O)[C@@H]1CC[C@@H](CC1)C(C)(C)CC)=O